COC1=CC(=CC2=C1O[C@H]([C@@H](O2)C)C=2C=NC(=CC2)OC)C(NC2=NC=CC=C2[N+](=O)[O-])([2H])[2H] |r| (+/-)-N-(((trans)-8-methoxy-2-(6-methoxypyridin-3-yl)-3-methyl-2,3-dihydrobenzo[b][1,4]dioxin-6-yl)methyl-d2)-3-nitropyridin-2-amine